O[C@H]1C[C@H]2[C@H](C([C@H]3[C@@H]4CC[C@H]([C@@H](CCC(=O)OC)C)[C@]4([C@H](C[C@@H]3[C@]2(CC1)C)O)C)=O)CC Methyl 3α,12α-dihydroxy-6α-ethyl-7-oxo-5β-cholan-24-oate